malic acid diethyl ester (diethyl malate) C(C)C(C(C(=O)O)O)(C(=O)O)CC.C(C)OC(C(O)CC(=O)OCC)=O